N-(5-((1-(difluoromethyl)-1H-indazol-5-yl)ethynyl)-8-(methylamino)-2,7-naphthyridin-3-yl)cyclopropanecarboxamide FC(N1N=CC2=CC(=CC=C12)C#CC1=C2C=C(N=CC2=C(N=C1)NC)NC(=O)C1CC1)F